3-[(5-Thioxo-4,5-dihydro-1,3,4-oxadiazol-2-yl)methyl]quinazolin-4(3H)-on S=C1NN=C(O1)CN1C=NC2=CC=CC=C2C1=O